C[C@]12OCC[C@@H]1[C@]1(CCCC([C@@H]1CC2)(C)C)C |r| (3ARS,5ASR,9ASR,9BRS)-3A,6,6,9A-TETRAMETHYLDODECAHYDRONAPHTHO[2,1-B]FURAN